N-[(1S)-2-hydroxy-1-(6-methylpyridin-2-yl)ethyl]propionamide tris(phenyl)phosphate C1(=CC=CC=C1)OP(=O)(OC1=CC=CC=C1)OC1=CC=CC=C1.OC[C@H](C1=NC(=CC=C1)C)NC(CC)=O